NC(C(CCC(=O)OC(C)(C)C)N1C(C2=CC(=C(C(=C2C1)F)CN)F)=O)=O tert-butyl 5-amino-4-(5-(aminomethyl)-4,6-difluoro-1-oxoisoindolin-2-yl)-5-oxopentanoate